C(C#CCCCCCC(=O)O)(=O)O nonynedioic acid